(R)-8-(8-((2,3-dichlorophenyl)thio)imidazo[1,2-c]pyrimidin-5-yl)-1-oxa-8-aza-spiro[4.5]decan-4-amine ClC1=C(C=CC=C1Cl)SC=1C=2N(C(=NC1)N1CCC3([C@@H](CCO3)N)CC1)C=CN2